5-[(2,4-dibromophenoxyethylsulfanyl)methyl]oxazole-2(3H)-thione BrC1=C(OCCSCC2=CNC(O2)=S)C=CC(=C1)Br